BrC(C=1C=CC(=NC1)N(C=N)C1=NC=C(C=C1)C(Br)(Br)Br)(Br)Br bis(5-tribromomethyl-2-pyridinyl)formamidine